N-(2-(dimethylamino)ethyl)-5,6-dimethyl-1-(tetrahydrofuran-2-yl)-6H-pyrido[4,3-b]carbazole-9-carboxamide CN(CCNC(=O)C1=CC=2C=3C=C4C(=C(C3N(C2C=C1)C)C)C=CN=C4C4OCCC4)C